N1N=CC(=C1)C1=NNC2=CC(=CC=C12)NC=1C=C(C=CC1)NC(C1=CC(=CC=C1)C)=O N-(3-((3-(1H-pyrazol-4-yl)-1H-indazol-6-yl)amino)phenyl)-3-methylbenzamide